ClC1=C(C=C(C(=C1)Cl)[N+](=O)[O-])N1N=C(NC1=O)C([2H])([2H])[2H] 2-(2,4-Dichloro-5-nitrophenyl)-5-[(2H3)methyl]-2,4-dihydro-1,2,4-triazol-3-one